OC1(CC(C1)C(=O)N1CC2(C1)CC(C2)CC2=C(C=C(C=C2)C)C(F)(F)F)C ((1s,3s)-3-Hydroxy-3-methylcyclobutyl)(6-(4-methyl-2-(trifluoromethyl)benzyl)-2-azaspiro[3.3]heptan-2-yl)methanone